ClC=1C=C2C(C(=CN(C2=CC1N1[C@H](CCC1)COC1=NC=CC=C1Cl)C1=NC=C(N=C1)N(C)C)C(=O)O)=O (R)-6-chloro-7-(2-(((3-chloropyridin-2-yl)oxy)methyl)pyrrolidin-1-yl)-1-(5-(dimethylamino)pyrazin-2-yl)-4-oxo-1,4-dihydroquinoline-3-carboxylic acid